2-(4-(2,6-di-tert-butyl-4-((2-((3,5-di-tert-butyl-4-hydroxyphenyl)thio)propan-2-yl)thio)-phenoxy)-4-oxobutanamido)ethane-1-sulfonic acid C(C)(C)(C)C1=C(OC(CCC(=O)NCCS(=O)(=O)O)=O)C(=CC(=C1)SC(C)(C)SC1=CC(=C(C(=C1)C(C)(C)C)O)C(C)(C)C)C(C)(C)C